C1(=CC=CC=C1)C=1C=NN(C1)C=1C=C(OC2=NC(=CC(=C2)N2N=CC=C2)C(=C)C)C=CC1 2-(3-(4-phenyl-1H-pyrazol-1-yl)phenoxy)-6-(prop-1-en-2-yl)-4-(1H-pyrazol-1-yl)pyridine